(7-Bromo-1-(cyclopropylmethyl)-2-(1,2,5,6-tetrahydropyridin-3-yl)-1H-indol-5-yl)(1-methylpyrrolo[3,4-c]pyrazol-5(1H,4H,6H)-yl)methanone BrC=1C=C(C=C2C=C(N(C12)CC1CC1)C=1CNCCC1)C(=O)N1CC=2N(N=CC2C1)C